C(C)(C)(C)OC(=O)NCCN1C(C(=CC2=CC(=CC=C12)[N+](=O)[O-])OCC(=O)OC)=O Methyl 2-((1-(2-((tert-butoxycarbonyl)amino)ethyl)-6-nitro-2-oxo-1,2-dihydroquinolin-3-yl)oxy)acetate